C(CC(O)(C(=O)O)CC(=O)[O-])(=O)[O-].C(CC(O)(C(=O)O)CC(=O)O)(=O)O.C(CC(O)(C(=O)O)CC(=O)O)(=O)O.[Ca+2].NCC(C(C)(O)C1=CC=C(C=C1)F)(F)F 4-amino-3,3-difluoro-2-(4-fluorophenyl)butan-2-ol Calcium tricitrate